N-(3-((4-fluorophenyl)sulfonylamino)-4-hydroxyphenyl)quinoline-6-carboxamide FC1=CC=C(C=C1)S(=O)(=O)NC=1C=C(C=CC1O)NC(=O)C=1C=C2C=CC=NC2=CC1